F[C@@H]1CN(CC[C@@H]1O)C(=O)C1=NN(C=2C[C@H]3C[C@H]3C12)CC=O 2-[(2R,4R)-9-[(3R,4S)-3-fluoro-4-hydroxy-piperidine-1-carbonyl]-7,8-diazatricyclo[4.3.0.02,4]nona-1(6),8-dien-7-yl]ethanone